C(C)(C)(C)C(C(C)C(C)(C)C)C Di-tert-butyl-butane